C1(CCCC1)N1CC(N(CC1)CC=1N(C2=NC(=NC(=C2N1)N1CCOCC1)N1C(=NC2=C1C=CC=C2)CC)C)=O 4-cyclopentyl-1-((2-(2-ethyl-1H-benzimidazol-1-yl)-9-methyl-6-morpholinyl-9H-purin-8-yl)methyl)piperazin-2-one